tert-butyl 4-[4-[3-(methylamino)-3-oxo-propyl]oxazol-2-yl]-3-oxo-piperazine-1-carboxylate CNC(CCC=1N=C(OC1)N1C(CN(CC1)C(=O)OC(C)(C)C)=O)=O